OC(C)[C@H]1C[C@H](N(CC1)C(=O)OC(C)(C)C)C1=CC=CC=C1 |r| tert-butyl rac-(2S,4R)-4-(1-hydroxyethyl)-2-phenyl-piperidine-1-carboxylate